C(#C)C=1SC=C(N1)C(=O)NCC=1C=C2C=CC=NC2=CC1 2-ethynyl-N-(quinolin-6-ylmethyl)thiazole-4-carboxamide